tert-Butyl 4-[5-(methoxycarbonyl)-1,3-thiazol-2-yl]piperazine-1-carboxylate COC(=O)C1=CN=C(S1)N1CCN(CC1)C(=O)OC(C)(C)C